2,6-DIMETHYLPHENYL ISOCYANIDE CC1=C(C(=CC=C1)C)[N+]#[C-]